C(C)N1C(SCC1=O)=S 3-ethyl-2-thioxothiazolidin-4-one